NC=1C=2N(C3=C(N1)C=NC(=C3)C(=O)N([C@@H]3CO[C@@H](C1=CC(=CC=C31)C(F)(F)F)C)C)C=NC2 4-amino-N-methyl-N-((1R,4S)-1-methyl-7-(trifluoromethyl)isochroman-4-yl)imidazo[1,5-a]pyrido[3,4-e]pyrazine-8-carboxamide